C[C@@]1([C@@H](C[C@@H](CC1)C(=C)C)C(=C)C)C=C (1S,2S,4R)-1-methyl-2,4-di(prop-1-en-2-yl)-1-vinylcyclohexane